1-[2-fluoro-4-(trifluoromethoxy)phenyl]-1-methyl-3-[(1S,2S,4S,5R)-4-methyl-8-(1H-1,2,3,4-tetrazol-5-yl)-8-azabicyclo[3.2.1]octan-2-yl]urea trifluoroacetic acid salt FC(C(=O)O)(F)F.FC1=C(C=CC(=C1)OC(F)(F)F)N(C(=O)N[C@@H]1[C@@H]2CC[C@H]([C@H](C1)C)N2C2=NN=NN2)C